5-((1-Benzylpiperidin-4-yl)(methyl)amino)-3-fluoro-4-methyl-N-(thiazol-4-yl)pyridine-2-sulfonamide trifluoroacetate salt FC(C(=O)O)(F)F.C(C1=CC=CC=C1)N1CCC(CC1)N(C=1C(=C(C(=NC1)S(=O)(=O)NC=1N=CSC1)F)C)C